C(C)[S-].[Na+] Natrium ethanthiolat